2-fluoro-4-isopropoxy-6-(4-(pyridazin-3-ylmethyl)piperazin-1-yl)benzonitrile FC1=C(C#N)C(=CC(=C1)OC(C)C)N1CCN(CC1)CC=1N=NC=CC1